ethyl (R)-2-((R)-1-(difluoromethoxy)ethyl)-5-(2,4-difluorophenyl)-3,4-dihydro-2H-pyrano[2,3-b]pyridine-7-carboxylate FC(O[C@H](C)[C@H]1CCC=2C(=NC(=CC2C2=C(C=C(C=C2)F)F)C(=O)OCC)O1)F